2-ethylsulfanyl-3-cyano-4-(2-fluorophenyl)aminoquinoline C(C)SC1=NC2=CC=CC=C2C(=C1C#N)NC1=C(C=CC=C1)F